2-(3-methylpyrazin-2-yl)-7-oxo-5-(4-(2,2,2-trifluoro-1-phenylethoxy)phenyl)-4,7-dihydropyrazolo[1,5-a]pyrimidine-3-carboxylic acid (R)-ethyl ester C(C)OC(=O)C=1C(=NN2C1NC(=CC2=O)C2=CC=C(C=C2)OC(C(F)(F)F)C2=CC=CC=C2)C2=NC=CN=C2C